6-Bromo-N-{(S)-1-carbonyl-1-{{(S)-1-carbonyl-3-[(S)-2-carbonylpyrrolidin-3-yl]propan-2-yl}amino}-3-phenylpropan-2-yl}imidazo[1,2-a]pyridine-2-carboxamide BrC=1C=CC=2N(C1)C=C(N2)C(=O)N[C@H](C(N[C@H](C=C=O)C[C@H]2C(NCC2)=C=O)=C=O)CC2=CC=CC=C2